C(=C)NCCC[Si](OC(C)CC1=CC=CC=C1)(OCC)OCC N-vinylbenzyl-gamma-aminopropyl-triethoxysilane